4-oxobutanoic acid 2-[4-(5,7-dimethoxy-4-oxo-3,4-dihydro-quinazolin-2-yl)-2,6-dimethyl-phenoxy]-ethyl ester COC1=C2C(NC(=NC2=CC(=C1)OC)C1=CC(=C(OCCOC(CCC=O)=O)C(=C1)C)C)=O